N[C@H](C(=O)OC[C@H]1O[C@@]([C@@H]([C@@H]1OC(CC)=O)O)(C#N)C1=CC=C2C(=NC=NN21)NC(=O)OCOC(C)=O)C(C)(C)C ((2R,3S,4R,5R)-5-(4-(((acetoxymethoxy)carbonyl)amino) pyrrolo[2,1-f][1,2,4]triazin-7-yl)-5-cyano-4-hydroxy-3-(propionyloxy)tetrahydrofuran-2-yl)methyl (S)-2-amino-3,3-dimethylbutanoate